3-(4-fluorophenyl)-1-tolyl-2-propen-1-one FC1=CC=C(C=C1)C=CC(=O)C1=C(C=CC=C1)C